Cl.FC(OC1=NC=CC=C1N)F 2-(difluoromethoxy)pyridin-3-amine hydrochloride